3-(7-Methyl-1H-indazol-5-yl)-2-{[4-(2-oxo-1,4-dihydro-2H-quinazolin-3-yl)-piperidine-1-carbonyl]-amino}-propionic acid 1,1-dimethyl-3-phenyl-propyl ester CC(CCC1=CC=CC=C1)(C)OC(C(CC=1C=C2C=NNC2=C(C1)C)NC(=O)N1CCC(CC1)N1C(NC2=CC=CC=C2C1)=O)=O